NC=1C2=C(N=CN1)N(C=C2C=2SC1=C(C2)C=C(C=C1OC)C)C1CN(CC1)C(C#CC)=O 1-(3-(4-amino-5-(7-methoxy-5-methylbenzothiophen-2-yl)-7H-pyrrolo[2,3-d]pyrimidin-7-yl)pyrrolidin-1-yl)but-2-yn-1-one